C1=CC=CC=2C3=CC=CC=C3C(C12)(C=1C=C2C=CC(=CC2=CC1)OC(C)O)C=1C=C2C=CC(=CC2=CC1)OC(C)O 6,6'-(9-fluorenylidene)-bis(2-naphthyloxyethanol)